COC1=C2C(=CNC2=CC=C1C)C(C(=O)Cl)=O 2-(4-Methoxy-5-methyl-1H-indol-3-yl)-2-oxoacetyl chloride